C1(CC1)OC1=CC=2N(C=C1C(=O)NC=1C(N(C=CC1)[C@H]1[C@H](C1)F)=O)C=C(N2)C21COC(C2)(C1)C 7-cyclopropoxy-N-(1-((1R,2S)-2-fluorocyclopropyl)-2-oxo-1,2-dihydropyridin-3-yl)-2-(1-methyl-2-oxabicyclo[2.1.1]hex-4-yl)imidazo[1,2-a]pyridine-6-carboxamide